tert-butyl (7R)-2-(7-(4-fluoro-2-isopropoxyphenyl)-4-(((trifluoromethyl)sulfonyl)oxy)thieno[3,2-c]pyridin-6-yl)-7-methyl-6,7-dihydropyrazolo[1,5-a]pyrazine-5(4H)-carboxylate FC1=CC(=C(C=C1)C=1C2=C(C(=NC1C1=NN3C(CN(C[C@H]3C)C(=O)OC(C)(C)C)=C1)OS(=O)(=O)C(F)(F)F)C=CS2)OC(C)C